((3,5-difluorophenyl)sulfonyl)-3-(2-methylstyryl)-1H-indazole FC=1C=C(C=C(C1)F)S(=O)(=O)N1N=C(C2=CC=CC=C12)C=CC1=C(C=CC=C1)C